2-(6-Amino-9H-Purin-9-yl)Quinazolin-4-ol NC1=C2N=CN(C2=NC=N1)C1=NC2=CC=CC=C2C(=N1)O